C1CCC2=C(C=3CCCC3C=C12)NC(NCC(C(=O)OCC)(C1=NOC(=C1)C(C)(C)O)O)=S ethyl 3-(3-(1,2,3,5,6,7-hexahydro-s-indacen-4-yl)thioureido)-2-hydroxy-2-(5-(2-hydroxypropan-2-yl)isoxazol-3-yl)propanoate